tert-butyl N-[(2s)-1-[(2s,4R)-4-hydroxy-2-[[4-(4-methyl-1,3-thiazol-5-yl)phenoxy]carbamoyl]pyrrolidin-1-yl]-3,3-dimethyl-1-oxobutan-2-yl]carbamate O[C@@H]1C[C@H](N(C1)C([C@H](C(C)(C)C)NC(OC(C)(C)C)=O)=O)C(NOC1=CC=C(C=C1)C1=C(N=CS1)C)=O